3-(2-bromoacetyl)piperidine-1-carboxylic acid tert-butyl ester C(C)(C)(C)OC(=O)N1CC(CCC1)C(CBr)=O